CC=1CC2=CC=3CCCC3C=C2C1 2-methyl-1,5,6,7-tetrahydro-s-indacene